P(=O)(O)(O)O.NC1=CC=CC=C1 Aminobenzene Phosphate